CC1=NC2=CC=C(C=C2C(=N1)N[C@H](C)C1=CC(=CC(=C1)C(F)(F)F)[N+](=O)[O-])C1CCN(CC1)CC(=O)O (R)-2-(4-(2-methyl-4-((1-(3-nitro-5-(trifluoromethyl)phenyl)ethyl)amino)quinazoline-6-yl)piperidin-1-yl)acetic acid